C(#C)C=1SC=C(N1)NC(=O)N[C@@H](CO)C1=NC=C(C=C1)N1CCCCC1 (R)-1-(2-ethynyl-thiazol-4-yl)-3-(2-hydroxy-1-(5-(piperidin-1-yl)pyridin-2-yl)-ethyl)urea